C(C)(=O)N[C@@H]1[C@H](CC(C(O)=O)(O)O[C@H]1[C@H](O)[C@H](O)CO)OC(C)=O 5-N-Acetyl-4-O-acetyl-neuraminic acid